N-hydroxy-2-(4-methylpiperazin-1-yl)-N-(4-((4-(1-methylpiperidin-4-yl)phenyl)amino)benzyl)acetamide ON(C(CN1CCN(CC1)C)=O)CC1=CC=C(C=C1)NC1=CC=C(C=C1)C1CCN(CC1)C